C(C1CC2C(CC1)O2)C2CC1C(CC2)O1 Methylenbis(3,4-epoxycyclohexan)